(2-chloro-4-((2-(Methoxymethyl)benzofuran-7-yl)oxy)phenyl)(4-(((3R,6S)-6-(hydroxymethyl)tetrahydro-2H-pyran-3-yl)amino)-7H-pyrrolo[2,3-d]pyrimidin-5-yl)methanone ClC1=C(C=CC(=C1)OC1=CC=CC=2C=C(OC21)COC)C(=O)C2=CNC=1N=CN=C(C12)N[C@H]1CO[C@@H](CC1)CO